C(C)(=O)C=1C(=NC(=CC1)Cl)N1C[C@@H](C[C@@H]1C)C#N (3R,5S)-1-(3-acetyl-6-chloro-2-pyridinyl)-5-methyl-pyrrolidine-3-carbonitrile